FC=1C=C(C=NC1)CC1(CCNCC1)[C-]1NOC[C@H](O1)CN1CCCCC1 |r| rac-3-(4-((5-fluoropyridin-3-yl)methyl)piperidin-4-yl)-5-(piperidin-1-ylmethyl)-5,6-dihydro-1,4,2-dioxazineID